2-(chloromethyl)-5-methoxypyridine hydrochloride salt Cl.ClCC1=NC=C(C=C1)OC